2-(imidazo[1,5-a]pyridin-3-yl)ethan-1-amine C=1N=C(N2C1C=CC=C2)CCN